2-(3H-pyrrole-2-yl)pyridine N1=C(CC=C1)C1=NC=CC=C1